5-(difluoromethyl)-2-methyl-3-((1-((2-methyl-6-oxo-1,6-dihydropyrimidin-5-yl)methyl)-6-oxo-4-(1,1,2,2-tetra-fluoroethyl)-1,6-dihydropyrimidin-5-yl)oxy)benzonitrile FC(C=1C=C(C(=C(C#N)C1)C)OC1=C(N=CN(C1=O)CC1=CN=C(NC1=O)C)C(C(F)F)(F)F)F